[Sm+3].[O-2].[Ce+3].[O-2].[O-2] cerium oxide samarium